zinc(II) citrate C(CC(O)(C(=O)[O-])CC(=O)[O-])(=O)[O-].[Zn+2].C(CC(O)(C(=O)[O-])CC(=O)[O-])(=O)[O-].[Zn+2].[Zn+2]